N-(4-((2-(1,1-difluoroethyl)-6-fluoropyrimidin-4-yl)amino)-5-ethoxypyridin-2-yl)acetamide FC(C)(F)C1=NC(=CC(=N1)NC1=CC(=NC=C1OCC)NC(C)=O)F